methyl (S)-2-((4-(6-((5-cyanopyridin-2-yl)methoxy)pyridin-2-yl)piperazin-1-yl)methyl)-1-(oxetan-2-ylmethyl)-1H-benzo[d]imidazole-6-carboxylate C(#N)C=1C=CC(=NC1)COC1=CC=CC(=N1)N1CCN(CC1)CC1=NC2=C(N1C[C@H]1OCC1)C=C(C=C2)C(=O)OC